NC=1N=C(N(C(C1I)=O)C)N1C[C@@H](N(CC1)C(=O)OC(C)(C)C)C(=O)OC 1-(tert-butyl) 2-methyl (R)-4-(4-amino-5-iodo-1-methyl-6-oxo-1,6-dihydropyrimidin-2-yl)piperazine-1,2-dicarboxylate